C(C)(C)(C)OC(=O)N1C(CCCC1)=C=O.C(=O)[O-].[K+] potassium formate tert-butyl-2-carbonylpiperidin-1-carboxylate